C1(CC1)C=1C=C2C=C(N(C2=CC1OC)S(=O)(=O)C1=CC=C(C)C=C1)CNC(=O)C1(CC1)C N-((5-cyclopropyl-6-methoxy-1-tosyl-1H-indol-2-yl)methyl)-1-methylcyclopropane-1-carboxamide